COC1=C(COC2CNC2)C=CC(=C1)C(F)(F)F 3-((2-Methoxy-4-(trifluoromethyl)benzyl)oxy)azetidine